5-chloro-N-(6-(piperidin-4-ylmethyl)pyridin-2-yl)pyridinecarboxamide ClC=1C=CC(=NC1)C(=O)NC1=NC(=CC=C1)CC1CCNCC1